methyl 5-({4-[(2S)-2-({7-methylthieno[3,2-d]pyrimidin-4-yl} amino)propyl]piperazin-1-yl} sulfonyl)thiophene-2-carboxylate CC1=CSC2=C1N=CN=C2N[C@H](CN2CCN(CC2)S(=O)(=O)C2=CC=C(S2)C(=O)OC)C